ClC1=CC2=C(CCO2)C=C1NC1=NC=C2N(C(N(C2=N1)C1CCOCC1)=O)C(C)C 2-((6-chloro-2,3-dihydrobenzofuran-5-yl)amino)-7-isopropyl-9-(tetrahydro-2H-pyran-4-yl)-7,9-dihydro-8H-purin-8-one